3-fluoro-5-methyl-2-(8-{[(3R)-1-methylpiperidin-3-yl]amino}pyrido[2,3-d]pyridazin-5-yl)phenol FC=1C(=C(C=C(C1)C)O)C1=C2C(=C(N=N1)N[C@H]1CN(CCC1)C)N=CC=C2